2-Amino-4-((1-hydroxyhexan-3-yl)amino)-6-(4-(4-methylpiperazine-1-carbonyl)benzyl)pyrimidine NC1=NC(=CC(=N1)NC(CCO)CCC)CC1=CC=C(C=C1)C(=O)N1CCN(CC1)C